OCC1OSOC1 4-(hydroxymethyl)-1,3,2-dioxathiolane